N=1C=CN2C1N=CC(=C2)C=2NC1=CC=C(C=C1C2C(C)C)C2CCN(CC2)CC(=O)N(C)C 2-(4-(2-(imidazo[1,2-a]pyrimidin-6-yl)-3-isopropyl-1H-indol-5-yl)piperidin-1-yl)-N,N-dimethylacetamide